(E)-1-ethoxy-2-(2-nitroprop-1-en-1-yl)benzene C(C)OC1=C(C=CC=C1)\C=C(/C)\[N+](=O)[O-]